C2-chloro-9H-pyrimido[4,5-b]indole ClC=1N=CC2=C(NC3=CC=CC=C23)N1